C(C)OC(=O)N1C=C(C2=CC=C(C=C12)Cl)C(C(=O)OC)C 6-chloro-3-(1-methoxy-1-oxopropan-2-yl)-1H-indole-1-carboxylic acid ethyl ester